(R)-N-(5-chloro-4-(2-(5-fluoro-2-(hydroxymethyl)benzyl)-3-(methoxymethyl)-1-oxo-1,2,3,4-tetrahydropyrrolo[1,2-a]pyrazin-7-yl)pyridin-2-yl)acetamide ClC=1C(=CC(=NC1)NC(C)=O)C=1C=C2N(C[C@@H](N(C2=O)CC2=C(C=CC(=C2)F)CO)COC)C1